FC1=C(C=C(C#N)C=C1)C=C1OC(C2=CC=CC=C12)=O 4-fluoro-3-((3-oxoisobenzofuran-1(3H)-ylidene)methyl)benzonitrile